1-(3-(aminomethyl)phenyl)-N-(5-(3-cyclopropyl-1-(2-oxopyrazin-1(2H)-yl)propyl)-2-fluorophenyl)-3-(trifluoromethyl)-1H-pyrazole-5-carboxamide NCC=1C=C(C=CC1)N1N=C(C=C1C(=O)NC1=C(C=CC(=C1)C(CCC1CC1)N1C(C=NC=C1)=O)F)C(F)(F)F